N1CC(C1)CN1CC(C1)OC 1-(azetidin-3-ylmethyl)-3-methoxy-azetidine